CC(C[C@@H](C(=O)N[C@@H](CC(=O)OC)C=1C=NC(=C(C1)N1[C@H](COCC1)C)C)N1C(C=C(C=C1)C)=O)C (S)-methyl 3-((S)-4-methyl-2-(4-methyl-2-oxopyridin-1(2H)-yl)pentanamido)-3-(6-methyl-5-((S)-3-methylmorpholino)pyridin-3-yl)propanoate